1-methyl-3-(1-methyl-2-oxo-5-(trifluoromethyl)-1,2-dihydropyridin-3-yl)-1-(1-(6-(methylamino)pyrazolo[1,5-a]pyrazin-3-yl)piperidin-4-yl)urea CN(C(=O)NC=1C(N(C=C(C1)C(F)(F)F)C)=O)C1CCN(CC1)C=1C=NN2C1C=NC(=C2)NC